1-(4-methylthiophene-2-yl)ethan-1-one CC=1C=C(SC1)C(C)=O